CC1NC(CC2(C1)OCCC1=C2SC(=C1)C(F)(F)F)C=1N=NN(C1)C 2'-methyl-6'-(1-methyltriazol-4-yl)-2-(trifluoromethyl)spiro[4,5-dihydrothieno[2,3-c]pyran-7,4-piperidine]